2-(2-hydroxy-4-hexyloxy)-phenyl-4,6-diphenyl-1,3,5-Triazine OC(C)CC(CC)OC1=C(C=CC=C1)C1=NC(=NC(=N1)C1=CC=CC=C1)C1=CC=CC=C1